FC1=C(OCC(=O)OC(C)(C)C)C=CC=C1[N+](=O)[O-] tert-butyl 2-(2-fluoro-3-nitrophenoxy)acetate